ClC1=CC=C(C=C1)C1=C(NC=2C1=NC=CC2)C2=C(C=NC=C2)OCCN(C(C=C)=O)C N-[2-({4-[3-(4-chlorophenyl)-1H-pyrrolo[3,2-b]pyridin-2-yl]pyridin-3-yl}oxy)ethyl]-N-methylprop-2-enamide